CC1=CNC2=CC=CC(=C12)N1CCN(CC1)C(=O)OCC1=CC=CC=C1 Benzyl 4-(3-methyl-1H-indol-4-yl)piperazine-1-carboxylate